FC=1C=C(C=CC1F)N1C([C@H](C[C@H]1C1=NC2=C(N1[C@@H]1CC[C@H](CC1)OC)C=CC(=C2)C2=CC(=NN2C)C)F)=O (3S,5S)-1-(3,4-difluorophenyl)-5-(5-(1,3-dimethyl-1H-pyrazol-5-yl)-1-((trans)-4-methoxycyclohexyl)-1H-benzo[d]imidazol-2-yl)-3-fluoropyrrolidin-2-one